3-Dodecanoyl-4-hydroxy-6-methyl-2H-pyran-2-one C(CCCCCCCCCCC)(=O)C=1C(OC(=CC1O)C)=O